C([C@@H]1[C@H]([C@@H]([C@H]([C@H](O1)O[C@@H]2[C@H]([C@@H]([C@H]([C@@H]3[C@H]2OP(=O)(O3)[O-])O)O)O)[NH3+])O)O)O The molecule is zwitterionic form 6-(alpha-D-glucosaminyl)-1D-myo-inositol 1,2-cyclic phosphate having an anionic phosphate group and a protonated nitrogen. It is a tautomer of a 6-(alpha-D-glucosaminyl)-1D-myo-inositol 1,2-cyclic phosphate.